OC[C@H](C[C@H]1C(NCC1)=O)NC([C@H](CC(C)C)NC(OC1(COCOC1)CC)=O)=O 5-ethyl-1,3-dioxan-5-yl ((S)-1-(((S)-1-hydroxy-3-((S)-2-oxopyrrolidin-3-yl)propan-2-yl) amino)-4-methyl-1-oxopentan-2-yl)carbamate